N-{6,7-dimethoxy-1H,2H,3H-cyclopenta[b]quinolin-9-yl}-1-phenylpiperidin-4-amine COC=1C(=CC=2C(=C3C(=NC2C1)CCC3)NC3CCN(CC3)C3=CC=CC=C3)OC